(5S)-5-cyclopropyl-5-(3-(5,6-dichloro-1-methylisoindolin-2-yl-3,3-d2)-3-oxopropyl)imidazolidine-2,4-dione C1(CC1)[C@]1(C(NC(N1)=O)=O)CCC(=O)N1C(C2=CC(=C(C=C2C1([2H])[2H])Cl)Cl)C